C[C@H]1C[C@@H](C=CC1)C(=C)C Trans-5-methyl-3-isopropenyl-cyclohexene